ClC1=CC(=NN1C)/C=C/C(=O)OCC ethyl (E)-3-(5-chloro-1-methyl-pyrazol-3-yl)prop-2-enoate